C(CCC)NC(C(=O)O)C butylamino-propionic acid